FC1=C(C(=CC=C1F)O)B(OO)OO (2,3-difluoro-6-hydroxyphenyl)dihydroxyboronic acid